2-fluoro-5-[1-[4-(4,4,5,5-tetramethyl-1,3,2-dioxaborolan-2-yl)-1H-pyrazol-1-yl]ethyl]pyridine FC1=NC=C(C=C1)C(C)N1N=CC(=C1)B1OC(C(O1)(C)C)(C)C